(6-((5-chloro-4-(1-isopropyl-1H-pyrazolyl)pyrimidin-2-yl)amino)pyridinyl)(morpholino)methanone ClC=1C(=NC(=NC1)NC1=CC=CC(=N1)C(=O)N1CCOCC1)C1=NN(C=C1)C(C)C